(2-fluoro-6-(pyridin-2-yl)phenyl)methanone FC1=C(C(=CC=C1)C1=NC=CC=C1)C=O